ClC=1C=C(SC1)[C@@H]1[C@H](C1)C(=O)NC1=NC=CC(=C1)NCC=1N=C2N(C=C(C=C2)C2CC2)C1 |r| rac-(1S*,2S*)-2-(4-chlorothiophen-2-yl)-N-(4-(((6-cyclopropylimidazo[1,2-a]pyridin-2-yl)methyl)amino)pyridin-2-yl)cyclopropane-1-carboxamide